5-(2-acetyl-5-chlorophenyl)-6-(cyclopropylmethoxy)-2-(4-methoxybenzyl)pyridazin-3(2H)-one C(C)(=O)C1=C(C=C(C=C1)Cl)C1=CC(N(N=C1OCC1CC1)CC1=CC=C(C=C1)OC)=O